S1C=NC=C1C(=O)N 1,3-thiazole-5-amide